carbodiimid N=C=N